COC1=NC=CC=2NC(C(C(C(C21)=O)C(=O)OC)C)=O Methyl 6-methoxy-3-methyl-2,5-dioxo-2,3,4,5-tetrahydro-1H-pyrido[4,3-b]azepine-4-carboxylate